C1(CC1)C1=NC=NC(=C1C1=NC=2N(CC(N(C2C=N1)C1CC1)=O)CC1=CC(=C(C=C1)C=1N(C=C(N1)C(F)(F)F)CC)F)OC 2-(4-cyclopropyl-6-methoxypyrimidin-5-yl)-8-(3-fluoro-4-(1-ethyl-4-(trifluoromethyl)-1H-imidazol-2-yl)benzyl)-5-cyclopropyl-7,8-dihydropteridin-6(5H)-one